C(C)(=O)C=1C(N(C(=CC1O)C)C1=C(C=CC(=C1)Br)C)=O 3-acetyl-1-(5-bromo-2-methylphenyl)-4-hydroxy-6-methylpyridin-2(1H)-one